FC1=CC(=CC=2N(C(=NC21)N2C[C@H]([C@@H](CC2)F)N)CC2=NC=C(C=C2)F)F (3R,4R)-1-(4,6-difluoro-1-((5-fluoropyridin-2-yl)methyl)-1H-benzo[d]imidazol-2-yl)-4-fluoropiperidin-3-amine